C(C)(C)(C)OC(=O)NCC1=CC=C(C(=O)O)C=C1 4-[(tert-butoxycarbonylamino)methyl]benzoic acid